C1(=CC=C(C=C1)P(C1(C(=C2C=CC=CC2=CC1)C1=CC=CC2=CC=CC=C12)P(C1=CC=C(C=C1)C)C1=CC=C(C=C1)C)C1=CC=C(C=C1)C)C 2,2-bis-(di-p-tolylphosphino)-1,1'-binaphthyl